C(#N)CCCCCC(CCCC)C#N 1,6-Dicyanodecan